Cl.N1C(=NC2=C1C=CC=C2)C2=CC=CC(=N2)C(=O)N2CC1CNCC1C2 (6-(1H-benzo[d]imidazol-2-yl)pyridin-2-yl)(hexahydropyrrolo[3,4-c]pyrrol-2(1H)-yl)methanone hydrochloride